1,3-dihydrospiro[indene-2,3'-oxetane] O1CC2(C1)CC1=CC=CC=C1C2